N1(CCC1)C1=C(C=CC=C1)N1N=C(C=C1C1=CC=C2C=NN(C2=C1)CC)COC(C(=O)O)(C)C 2-([1-[2-(Azetidin-1-yl)phenyl]-5-(1-ethyl-1H-indazol-6-yl)-1H-pyrazol-3-yl]-methoxy)-2-methylpropanoic acid